3-({2-[4-(Benzothiazol-2-yloxy)-phenyl]-ethyl}-cyclopropyl-amino)-2-methyl-propionic acid trifluoromethansulfonic acid salt FC(S(=O)(=O)O)(F)F.S1C(=NC2=C1C=CC=C2)OC2=CC=C(C=C2)CCN(CC(C(=O)O)C)C2CC2